tert-butyl 4-(2-ethoxy-2-oxoacetyl)piperazine-1-carboxylate C(C)OC(C(=O)N1CCN(CC1)C(=O)OC(C)(C)C)=O